methyl 5-bromo-3-aminobenzothiophene-2-carboxylate BrC=1C=CC2=C(C(=C(S2)C(=O)OC)N)C1